(S)-Methyl 2-(((benzyloxy)carbonyl)amino)-3-oxobutanoate C(C1=CC=CC=C1)OC(=O)N[C@H](C(=O)OC)C(C)=O